ClC1=NC=C(C(=C1)C1=C(C=NC(=C1)C)C(=O)NC=1SC2=C(N1)CN([C@H]2C)C(C2=C(N=C(C=C2)C(F)(F)F)OC)=O)OC |o1:24| (S or R)-2'-chloro-5'-methoxy-N-(5-(2-methoxy-6-(trifluoromethyl)nicotinoyl)-6-methyl-5,6-dihydro-4H-pyrrolo[3,4-d]thiazol-2-yl)-6-methyl-[4,4'-bipyridine]-3-carboxamide